CC=1C=C(C=CC1)N1N=CC(=C1)C=1SC=C(N1)C(=O)N([C@H]1CNCC1)CCC 2-[1-(3-methylphenyl)-1H-pyrazol-4-yl]-N-propyl-N-[(3R)-pyrrolidin-3-yl]-1,3-thiazole-4-carboxamide